CCCO propane-3-ol